5-{[3-(4-{[1-(2-methanesulfonylethyl)piperidin-4-yl]amino}-1-(2,2,2-trifluoroethyl)-1H-indol-2-yl)prop-2-yn-1-yl]amino}pyridine-2-carboxamide CS(=O)(=O)CCN1CCC(CC1)NC1=C2C=C(N(C2=CC=C1)CC(F)(F)F)C#CCNC=1C=CC(=NC1)C(=O)N